FC1=C(OC2=CC=C(C(=O)N)C=C2)C=CC(=C1)CN1C(CCC1)C=1C(=NN(C1)C)OC 4-(2-fluoro-4-{[2-(3-methoxy-1-methyl-1H-pyrazol-4-yl)pyrrolidin-1-yl]methyl}phenoxy)benzamide